C(C)OC(=O)NC(C=1C(C(=O)O)=CC=CC1)=O N-ethoxycarbonyl-phthalic acid amide